ClCCOCCCCCO 5-(2-chloroethoxy)amyl alcohol